NC1=NC=2C=C(C(=CC2C2=C1C=NN2C)C(=O)N(N(CC2=NC=CC=C2)C)CC2=NC=C(C=C2)C(F)(F)F)F 4-amino-7-fluoro-N',1-dimethyl-N'-(pyridin-2-ylmethyl)-N-((5-(trifluoromethyl)pyridin-2-yl)methyl)-1H-pyrazolo[4,3-c]quinoline-8-carbohydrazide